ClC=1C(=C(C(=CC1Cl)Cl)OC(C(=O)OC1=C(C(=C(C=C1Cl)Cl)Cl)C(=O)OCC1CCCC1)=O)C(=O)OCC1CCCC1 bis{3,4,6-trichloro-2-[(cyclopentylmethoxy) carbonyl] phenyl}oxalate